O=C1N(C2C=C(CN1C2)N2N=CN=N2)OS(=O)(=O)[O-].[Na+].C(CC)C(COCCCCO)CCC 4-((2-propylpentyl)oxy)butan-1-ol sodium [7-oxo-3-(tetrazol-2-yl)-1,6-diazabicyclo[3.2.1]oct-3-en-6-yl]sulfate